N-[(6-Indolin-1-yl-2-pyridyl)sulfonyl]-2-(2,2,4-trimethylpyrrolidin-1-yl)pyridin-3-carboxamid N1(CCC2=CC=CC=C12)C1=CC=CC(=N1)S(=O)(=O)NC(=O)C=1C(=NC=CC1)N1C(CC(C1)C)(C)C